C(C(=C)C)(=O)OCCC1C(OC1)C(F)(F)F 3-(2-methacryloyloxyethyl)-2-trifluoromethyloxetane